CC1(CCC2=NN=CN21)C 5,5-dimethyl-6,7-dihydro-5H-pyrrolo[2,1-c][1,2,4]triazole